N-(1-cyclohexylethyl)-1-(2,6-dioxopiperidin-3-yl)-2-oxo-1,2-dihydrobenzo[cd]indole-5-carboxamide C1(CCCCC1)C(C)NC(=O)C=1C=CC=2C(N(C3=CC=CC1C23)C2C(NC(CC2)=O)=O)=O